N1=CC(=CC=C1)COC1=C(C=2C(=NON2)C(=C1)OCC=1C(=C(C=CC1)C1=CC=CC=C1)C)CN[C@H](CO)C(=O)O N-((5-(pyridin-3-ylmethoxy)-7-((2-methyl-[1,1'-biphenyl]-3-yl)methoxy)benzo[c][1,2,5]oxadiazol-4-yl)methyl)-D-serine